5'-(2-amino-1-phenylethyl)-2'-chloro-6-fluoro-5-(2-methoxyethoxy)-[1,1'-biphenyl]-2-carboxamide NCC(C1=CC=CC=C1)C=1C=CC(=C(C1)C=1C(=CC=C(C1F)OCCOC)C(=O)N)Cl